9H-pyrido[2,3-b]indole-7-sulfonyl chloride N1=CC=CC2=C1NC1=CC(=CC=C21)S(=O)(=O)Cl